2-hydroxy-4-(3-mercaptopropoxy)benzophenone OC1=C(C(=O)C2=CC=CC=C2)C=CC(=C1)OCCCS